CC(CCC(CC(=O)N1CCN(CC1)C(=O)OC(C)(C)C)=O)C tert-butyl 4-(6-methyl-3-oxo-heptanoyl)piperazine-1-carboxylate